C[C@H]1N([C@H](CC1)C)C(=O)C1=C(C=CC(=C1)F)C=1C=2N(C=C(C1)N1CCNCC1)C(=NC2)C 1-(8-{2-[(2R,5S)-2,5-dimethylpyrrolidine-1-carbonyl]-4-fluorophenyl}-3-methylimidazo[1,5-a]pyridin-6-yl)piperazine